N-(4-(4-(7-(4,4-difluoropiperidin-1-yl)-2,3-dihydrofuro[2,3-c]pyridin-5-yl)-1H-pyrazol-1-yl)-3-(6-azaspiro[2.5]oct-6-yl)phenyl)-2-hydroxyethane-1-sulfonamide FC1(CCN(CC1)C=1N=C(C=C2C1OCC2)C=2C=NN(C2)C2=C(C=C(C=C2)NS(=O)(=O)CCO)N2CCC1(CC1)CC2)F